C1(CC1)N1CCN(CC1)C1=C(C=C(C(=C1)OC)NC1=NC=NC(=C1)N1OCC[C@@H]1C1=CC(=CC=C1)OC1=CC=CC=C1)NC(C=C)=O (R)-N-(2-(4-cyclopropylpiperazin-1-yl)-4-methoxy-5-((6-(3-(3-phenoxyphenyl)isoxazolidin-2-yl)pyrimidin-4-yl)amino)phenyl)acrylamide